2-chloro-1-(4-isopropenylphenyl)ethan-1-one ClCC(=O)C1=CC=C(C=C1)C(=C)C